4-(1'-(3,5-difluorobenzyl)-1',2',3',6'-tetrahydro-[2,4'-bipyridin]-5-yl)-6-(2-hydroxy-2-methylpropoxy)pyrazolo[1,5-a]pyridine-3-carbonitrile FC=1C=C(CN2CCC(=CC2)C2=NC=C(C=C2)C=2C=3N(C=C(C2)OCC(C)(C)O)N=CC3C#N)C=C(C1)F